C(C)(C)(C)OC(=O)NC1CC(CCC1)C(=O)[O-] 3-(tert-butoxycarbonylamino)cyclohexanecarboxylate